4-[4-(2-Cyclopentyloxy-pyridin-3-yl)-2-fluoro-phenyl]-cyclohexanone C1(CCCC1)OC1=NC=CC=C1C1=CC(=C(C=C1)C1CCC(CC1)=O)F